C(CCCCCCC\C=C/CCCCCC)(=O)OCCCCCCCCCCCCCCCCCCCCCCCCCCC(=O)O 27-palmitoleoyloxy-heptacosanoic acid